C1(=CC=CC=2C3=CC=CC=C3CC12)COC(=O)N[C@@H](CCCCNC(=O)OC(C)(C)C)C(=O)O N-fluorenylmethoxycarbonyl-N'-tert-butyloxycarbonyl-L-lysine